C(C)(=O)C1=C(C2=C(NC1=O)SC(=C2)C)C 5-acetyl-2,4-dimethylthieno[2,3-b]pyridin-6(7H)-one